8-(6-bromobenzo[d]thiazol-2-yl)-1,3-diethyl-7-methyl-1H-purine-2,6(3H,7H)-dione BrC1=CC2=C(N=C(S2)C2=NC=3N(C(N(C(C3N2C)=O)CC)=O)CC)C=C1